tert-butyl (1-((4-(3-(4-(3-(2,4-dioxotetrahydro-pyrimidin-1(2H)-yl)-1-methyl-1H-indazol-6-yl)piperidin-1-yl)-2-methylpropyl)phenyl)sulfonyl)-piperidin-4-yl)carbamate O=C1N(CCC(N1)=O)C1=NN(C2=CC(=CC=C12)C1CCN(CC1)CC(CC1=CC=C(C=C1)S(=O)(=O)N1CCC(CC1)NC(OC(C)(C)C)=O)C)C